The molecule is an organic anion that is the conjugate base of (S)-warfarin, obtained by deprotonation of the hydroxy group. It is a conjugate base of a (S)-warfarin. It is an enantiomer of a (R)-warfarin(1-). CC(=O)C[C@@H](C1=CC=CC=C1)C2=C(C3=CC=CC=C3OC2=O)[O-]